N-Methyl-6-(2-methyl-[1,2,4]triazolo[1,5-a]pyridin-6-yl)-N-(2,2,6,6-tetramethylpiperidin-4-yl)[1,3]thiazolo[4,5-c]pyridin-2-amin CN(C=1SC2=C(C=NC(=C2)C=2C=CC=3N(C2)N=C(N3)C)N1)C1CC(NC(C1)(C)C)(C)C